(3,5-dicyano-4-ethyl-6-(4-(isoxazol-3-ylmethyl)piperazin-1-yl)pyridin-2-yl)thio-2-phenyl-acetamide C(#N)C=1C(=NC(=C(C1CC)C#N)N1CCN(CC1)CC1=NOC=C1)SC(C(=O)N)C1=CC=CC=C1